N1(CCCCC1)C1=CC=NC=C1 4-piperidinopyridine